C(#N)C=1C=NN2C1C(=CC(=C2)C=2C=NN(C2)C)C=2C=CC(=NC2)N2[C@@H]1CN([C@H](C2)C1)C(=O)OC(C)(C)C tert-butyl (1S,4S)-5-(5-(3-cyano-6-(1-methyl-1H-pyrazol-4-yl) pyrazolo[1,5-a]pyridin-4-yl) pyridin-2-yl)-2,5-diazabicyclo[2.2.1]heptane-2-carboxylate